N6-(hydroxy-isopentenyl)adenine OC(CC(=C)C)NC1=C2NC=NC2=NC=N1